C1(CC1)C(CC=1NC=CC1)S 1-Cyclopropyl-2-(1H-pyrrol-2-yl)ethanethiol